1-bromo-2-fluoro-4-ethoxy-5-nitrobenzene BrC1=C(C=C(C(=C1)[N+](=O)[O-])OCC)F